OCCC1(C(=CC(C(=C1)N)(N)C)N)N 1-beta-hydroxyethyl-2,5-diamino-4-methyl-p-phenylenediamine